C(C)(C)(C)OC(=O)N1CCC2(CC1)CC1=C(N=C(S1)Cl)C2=NS(=O)C(C)(C)C 4-((tert-butylsulfinyl)imino)-2-chloro-4,6-dihydrospiro[cyclopenta[d]thiazole-5,4'-piperidine]-1'-carboxylic acid tert-butyl ester